4-[1-(4-fluoro-3-methyl-phenyl)-4-hydroxy-2-(3-methyl-1,1-dioxo-thien-3-yl)indol-3-yl]benzoic acid FC1=C(C=C(C=C1)N1C(=C(C2=C(C=CC=C12)O)C1=CC=C(C(=O)O)C=C1)C1(CS(C=C1)(=O)=O)C)C